methoxyl-(cyclooctadiene) iridium [Ir].O(C)C1=CC=CCCCC1